bis-(beta-hydroxyethyl) ether OCCOCCO